C(C=C)[N+]1(CC(C1)O)CC=C 1,1-diallyl-3-hydroxy-azetidinium